Acetonitril-d3 C(C([2H])([2H])[2H])#N